OC(CCCCCCCCCCCCCCCCC(=O)O)CC=CCC=CCCCC 18-Hydroxy-octacosa-20,23-dienoic acid